(2S,3S,4R,5R)-5-(6-amino-2-fluoro-9H-purin-9-yl)-4-ethynyl-2-fluoro-2-(hydroxymethyl)tetrahydrofuran-3,4-diol NC1=C2N=CN(C2=NC(=N1)F)[C@H]1[C@@]([C@@H]([C@](O1)(CO)F)O)(O)C#C